C(C)(C)(C)OC(=O)N[C@@H]([C@H](C#N)NC1=C(C(=O)OC)C=C(C=C1)C=1C=C2C=CNC2=CC1)CC1=CNC2=CC=CC=C12 |&1:9| Methyl 2-(((1RS,2R)-2-((tert-butoxycarbonyl)amino)-1-cyano-3-(1H-indol-3-yl)propyl)amino)-5-(1H-indol-5-yl)benzoate